Tetrahydrofuran-2-ylmethyl-(2-{2-chloro-4-fluoro-5-[3-methyl-2,6-dioxo-4-(trifluoromethyl)-3,6-dihydropyrimidin-1(2H)-yl]phenoxy}phenoxy)acetat O1C(CCC1)COC(COC1=C(C=CC=C1)OC1=C(C=C(C(=C1)N1C(N(C(=CC1=O)C(F)(F)F)C)=O)F)Cl)=O